1-((1R,2S,6S)-7-oxabicyclo[4.1.0]heptan-2-yl)-4-(3-fluorophenyl)-1H-1,2,3-triazole [C@H]12[C@H](CCC[C@@H]2O1)N1N=NC(=C1)C1=CC(=CC=C1)F